5-(methylamino)-6-(3-methylimidazo[4,5-c]pyridin-7-yl)-3-[4-[(1S,4S)-2-oxa-5-azabicyclo[2.2.1]hept-5-yl]anilino]pyrazine-2-carboxamide CNC=1N=C(C(=NC1C=1C2=C(C=NC1)N(C=N2)C)C(=O)N)NC2=CC=C(C=C2)N2[C@@H]1CO[C@H](C2)C1